((2-(((3S,6S,9aS)-3-(rel-(trans)-3-cyano-4-phenylpyrrolidine-1-carbonyl)-5-oxooctahydro-1H-pyrrolo[1,2-a]azepin-6-yl)carbamoyl)benzo[b]thiophen-5-yl)difluoromethyl)phosphonic acid C(#N)[C@@H]1CN(C[C@H]1C1=CC=CC=C1)C(=O)[C@@H]1CC[C@H]2N1C([C@H](CCC2)NC(=O)C2=CC1=C(S2)C=CC(=C1)C(F)(F)P(O)(O)=O)=O